N1C=C(C2=CC=CC=C12)C1CN(CCC1)C1=NC(=NC(=C1)C(C)C)N 4-(3-(1H-indol-3-yl)piperidin-1-yl)-6-isopropylpyrimidin-2-amine